O1C=NC=C1C1=CC=C(C=C1)[C@H]1C[C@H](C1)OC=1N=CC(=NC1)C1=CC(=NO1)O 5-[5-({cis-3-[4-(1,3-oxazol-5-yl)phenyl]cyclobutyl}oxy)pyrazin-2-yl]isoxazol-3-ol